6-bromo-2-chloro-8-iodo-3-methylquinazolin-4(3H)-one BrC=1C=C2C(N(C(=NC2=C(C1)I)Cl)C)=O